2-(3-{5-[(R)-hydroxy-(1-isopropyl-3-methyl-azetidin-3-yl)-(4-isopropyl-phenyl)-methyl]-pyridin-3-yl}-[1,2,4]Oxadiazol-5-yl)-propan-2-ol O[C@](C=1C=C(C=NC1)C1=NOC(=N1)C(C)(C)O)(C1=CC=C(C=C1)C(C)C)C1(CN(C1)C(C)C)C